(3as,5s,6ar)-2-(3,5-difluoro-4-hydroxyphenylethyl)-5-(2,4-difluorophenoxy)hexahydrocyclopenta[c]pyrrol FC=1C=C(C=C(C1O)F)CCN1C[C@H]2[C@@H](C1)CC(C2)OC2=C(C=C(C=C2)F)F